N1(CCOCC1)C1=CC=C(C=C1)NC=1SC=C(N1)C(N)=S 2-((4-morpholinylphenyl)amino)thiazole-4-thiocarboxamide